C(C)(C)(CCC)OCC ethyl tertiary hexyl ether